C(#N)C1=CC=C2C=3C(C4=C(C(C3NC2=C1)(C)C)C=C(C(=C4)CC)N4CCN(CC4)C(CCCN4CC1CCC(C4)C1NC(OC(C)(C)C)=O)=O)=O tert-butyl (3-(4-(4-(3-cyano-9-ethyl-6,6-dimethyl-11-oxo-6,11-dihydro-5H-benzo[b]carbazol-8-yl)piperazin-1-yl)-4-oxobutyl)-3-azabicyclo[3.2.1]octan-8-yl)carbamate